1-((4-bromobenzofuran-7-yl)oxy)propan-2-one BrC1=CC=C(C2=C1C=CO2)OCC(C)=O